[Cl-].[Cl-].ClC1=CC=C(C2=CC=CC=C12)C(=[Zr+2](C1(C(C(C(C2(C3C(=C4C=5C=CC=CC5CC4=C21)C=CCC3)C)(C)C)(C)C)(C)C)C)C3C=CC=C3)C3=CC=C(C2=CC=CC=C32)Cl di-(4-chloronaphthyl)methylene(cyclopentadienyl)(octamethyloctahydrodibenzofluorenyl)zirconium dichloride